C[Si](C1=CC2=[N+](C=CC=C2O1)[O-])(C)C 2-(triMethylsilyl)furo[3,2-b]pyridine 4-oxide